O.O.O.O.S([O-])(O)(=O)=O.[Na+] sodium bisulfate tetrahydrate